CC(=O)O[C@H]1C=C[C@H]2[C@H]3CC4=C5[C@]2([C@H]1OC5=C(C=C4)O)CCN3C O6-Monoacetylmorphine